5-Bromo-2-((tert-butyldimethylsilyl)ethynyl)-4-methoxypyridine BrC=1C(=CC(=NC1)C#C[Si](C)(C)C(C)(C)C)OC